3-bromo-5-chloro-1,4-dimethylpyridin-2(1H)-one BrC=1C(N(C=C(C1C)Cl)C)=O